C(C=C)N[C@@H](CC1=CC=C(C=C1)O)C(=O)O allyl-L-tyrosine